n-butyl-4,4-bis-(t-butylperoxy)valerate C(CCC)OC(CCC(C)(OOC(C)(C)C)OOC(C)(C)C)=O